COCCOC1=CC=C(C=C1)C1=NC(=NC=C1)N1CCC(CC1)C(=O)NC1(CCN2CCC1CC2)C 1-(4-(4-(2-methoxyethoxy)phenyl)pyrimidin-2-yl)-N-(4-methyl-1-azabicyclo[3.2.2]non-4-yl)piperidine-4-carboxamide